1-(2-methyl-4-pyridinyl)-6-oxo-piperidine-3-carboxylic acid ethyl ester C(C)OC(=O)C1CN(C(CC1)=O)C1=CC(=NC=C1)C